C(C)(C)(C)OC(=O)N1CCCC=2C=CC(=NC12)CCN1N=CC(=C1)C(=O)O 1-(2-(8-(tert-butoxycarbonyl)-5,6,7,8-tetrahydro-1,8-naphthyridin-2-yl)ethyl)-1H-pyrazole-4-carboxylic acid